CCCC(CCCCCCCCCC(CCCCCC)=O)=O eicosane-4,14-dione